C(C)C1(NC(N(C(C1)=O)[C@H]1CCS(C2=CC=C(C=C12)C(=O)N[C@H]1[C@@](CC2=CC=CC=C12)(C)O)(=O)=O)=N)CC (4S)-4-(4,4-diethyl-2-imino-6-oxo-hexahydropyrimidin-1-yl)-N-[(1R,2S)-2-hydroxy-2-methyl-indan-1-yl]-1,1-dioxo-3,4-dihydro-2H-thiochromene-6-carboxamide